O1CCN(CC1)CC=1C=C(CSC2=C3CN(C(C3=CC=C2)=O)C2C(NC(CC2)=O)=O)C=CC1 3-(4-((3-(morpholinomethyl)benzyl)thio)-1-oxoisoindolin-2-yl)piperidine-2,6-dione